ClC1=CC(=C(N=N1)NC)N 6-chloro-N3-methyl-pyridazine-3,4-diamine